N-(1-hydroxy-1,3-dihydrobenzo[c][1,2]oxaborole-6-carbonyl)-N-((11S,2S)-2-(1-hydroxy-1,3-dihydrobenzo[c][1,2]oxaborole-6-carboxamido)cyclohexyl)glycine OB1OCC2=C1C=C(C=C2)C(=O)N(CC(=O)O)C2[C@H](CCCC2)NC(=O)C=2C=CC1=C(B(OC1)O)C2